C12C(CC=CC1)C(=O)OC2=O 4-cyclohexen-1,2-dicarboxylic acid anhydride